C(C1=CC=CC=C1)(C1=CC=CC=C1)N1[C@H]([C@@H](C1)[C@H](C(=O)OC)S(=O)(=O)C)C methyl (R)-2-((2S,3R)-1-Benzhydryl-2-methylazetidin-3-yl)-2-(methylsulfonyl)acetate